FC(C(=O)N)(OC1=CC=CC=C1)F 2,2-difluoro-2-phenoxyacetamide